2-N-isobutyryl-guanosine C(C(C)C)(=O)NC=1NC(C=2N=CN([C@H]3[C@H](O)[C@H](O)[C@@H](CO)O3)C2N1)=O